C(CCCCC)C=1N(C=CC1)C 2-hexyl-1-methylpyrrole